6-(3,3-difluorocyclobutyl)-1,3,5-triazin-2-amine FC1(CC(C1)C1=NC=NC(=N1)N)F